FC(C(=O)O)(F)F.C(C1=CC=CC=C1)N1C[C@](CC1)(C)OC1=C(C(=C(C(=C1)F)S(=O)(=O)NC=1SC=CN1)F)C |r| rac-4-((1-benzyl-3-methylpyrrolidin-3-yl)oxy)-2,6-difluoro-3-methyl-N-(thiazol-2-yl)benzenesulfonamide 2,2,2-trifluoroacetate